O=C1NC(CCC1N1C(C2=CC=CC(=C2C1)CNC(C=O)=O)=O)=O N-((2-(2,6-dioxopiperidin-3-yl)-1-oxoisoindolin-4-yl)methyl)-2-oxoacetamide